((1S,2S)-2-((methoxycarbonyl)oxy)cyclopent-3-en-1-yl)methyl methyl carbonate C(OC[C@H]1[C@H](C=CC1)OC(=O)OC)(OC)=O